CN1N=C(C=C1)CNC(OCC1=CC=CC=C1)=O benzyl N-[(1-methylpyrazol-3-yl)methyl]carbamate